F\C=C/1\[C@](CN(CC1)C[2H])(C)CO (S)-(E)-4-fluoromethylene-1-((deuteromethyl)-3-methyl-3-piperidinyl)methanol